[Na+].C12C(C(C(CC1)C2)C(=O)[O-])C(=O)[O-].[Na+] bicyclo[2.2.1]heptane-2,3-dicarboxylic acid sodium salt